3,4-dimethylphenyl-boronic acid CC=1C=C(C=CC1C)B(O)O